C(C)(C)(C)OC(N(CC1=CC(=C(C=C1)C1=NC=CC=C1)F)C1=CC(=NC=2N1N=CC2C2CC2)Cl)=O (5-chloro-3-cyclopropylpyrazolo[1,5-a]pyrimidin-7-yl)(3-fluoro-4-(pyridin-2-yl)benzyl)carbamic acid tert-butyl ester